tert-Butyl (1R,5S)-3-(2'-(methylsulfinyl)-3,4,5',8'-tetrahydro-2H,6'H-spiro[naphthalene-1,7'-quinazolin]-4'-yl)-3,8-diazabicyclo[3.2.1]octane-8-carboxylate CS(=O)C1=NC=2CC3(CCC2C(=N1)N1C[C@H]2CC[C@@H](C1)N2C(=O)OC(C)(C)C)CCCC2=CC=CC=C23